benzoyl peroxide pyrophosphate OP(O)(=O)OP(=O)(O)O.C(C1=CC=CC=C1)(=O)OOC(C1=CC=CC=C1)=O